ClC1=C(C=C2C(=C(NC2=C1F)C1=NN=C(N1)C(C)(F)F)C=1C=NNC1)OC 6-chloro-2-(5-(1,1-difluoroethyl)-4H-1,2,4-triazol-3-yl)-7-fluoro-5-methoxy-3-(1H-pyrazol-4-yl)-1H-indole